7-Butyl 2-(6-(2,2,2-trifluoroethyl)pteridin-4-yl)-2,7-diazaspiro[3.5]nonane-7-carboxylate FC(CC=1N=C2C(=NC=NC2=NC1)N1CC2(C1)CCN(CC2)C(=O)OCCCC)(F)F